methacrylic acid (3-hydroxypropyl) ester OCCCOC(C(=C)C)=O